ClC=1C=C2C3=NN=C(N3CC3=C(N=CN3C2=CC1)CO)COC [15-chloro-9-(methoxymethyl)-2,4,8,10,11-pentaazatetracyclo[11.4.0.02,6.08,12]heptadeca-1(17),3,5,9,11,13,15-heptaen-5-yl]methanol